P(=O)(O)(O)OC[C@@H](N)C(=O)O Phospho-D-Serine